4,4'-(5,5,5',5'-tetramethyl-5,5',6,6'-tetrahydro-7,7'-spirobi[indenooxazole]-2,2'-diyl)bis(2-methylaniline) CC1(CC2(C3=CC4=C(N=C(O4)C4=CC(=C(N)C=C4)C)C3=C1)C1=CC3=C(N=C(O3)C3=CC(=C(N)C=C3)C)C1=CC(C2)(C)C)C